O[C@@H](C(=O)SCCNC(CCNC([C@@H](C(COP(OP(OC[C@@H]1[C@H]([C@H]([C@@H](O1)N1C=NC=2C(N)=NC=NC12)O)OP(=O)(O)O)(=O)O)(=O)O)(C)C)O)=O)=O)C(CO)(C)C D-2,4-dihydroxy-3,3-dimethylbutanoyl-CoA